Cl.N1=CC(=CC=C1)C#CC1=CC=C(O1)\C=N/O (Z)-5-(2-(pyridin-3-yl)ethynyl)furan-2-carbaldehyde oxime hydrochloride